NC1C2(CN(C2)C(=O)O)CC1.C1(CCCCC1)C(CC(=C(SCC)SCC)C(F)(F)F)=O 1-cyclohexyl-4,4-bis(ethylsulfanyl)-3-(trifluoromethyl)but-3-en-1-one 5-amino-2-azaspiro[3.3]heptane-2-carboxylate